(2-Isothiocyanato-5-(trifluoromethyl)pyridin-3-yl)(pyrrolidin-1-yl)methanone N(=C=S)C1=NC=C(C=C1C(=O)N1CCCC1)C(F)(F)F